C(C)(C)NCC(CS(=O)(=O)O)C 3-isopropylamino-2-methyl-propane-1-sulfonic acid